C(CCC)C=1OC2=C(N1)C=C(C=C2)OC\C(\CNC(OC(C)(C)C)=O)=C\F Tert-butyl (E)-(2-(((2-butylbenzo[d]oxazol-5-yl)oxy)methyl)-3-fluoroallyl)carbamate